COC1=CC=C(C=N1)CC(=O)NC1=NNC(=C1)[C@H]1C[C@H](CC1)CCN(C(O)=O)C.C1(=CC=CC=C1)N(C(CC)=O)CCN1CCN(CC1)CC=1SC=CC1 N-phenyl-N-(2-(4-(thiophen-2-ylmethyl)piperazin-1-yl)ethyl)propanamide (1S,3R)-3-(3-{[(6-methoxypyridin-3-yl)acetyl]amino}-1H-pyrazol-5-yl)cyclopentyl-ethyl(methyl)carbamate